C(C#C)SC1=CC2=CC=C(C=C2C=C1)SCC#C 2,6-bis(2-propyn-1-ylthio)-naphthalene